2-methyl-1-(2,4,6-trihydroxy-3-propionylphenyl)propan-1-one CC(C(=O)C1=C(C(=C(C=C1O)O)C(CC)=O)O)C